N-(4-ethylphenyl)-1-hydroxy-7-((tetrahydro-2H-pyran-4-yl)methoxy)-N-(2,2,2-trifluoroethyl)-2,3-dihydro-1H-indene-4-sulfonamide C(C)C1=CC=C(C=C1)N(S(=O)(=O)C=1C=2CCC(C2C(=CC1)OCC1CCOCC1)O)CC(F)(F)F